4-(1-ethoxyvinyl)-3-fluoro-2-(methoxymethyl)pyridine C(C)OC(=C)C1=C(C(=NC=C1)COC)F